CC(C)(C#CC(C)(O)C)O 2,5-dimethyl-2,5-hexyn-diol